ClC1=CC(=CC(=N1)N1C(C2=CC(=CC(=C2C1)C(F)(F)F)CNC1CCCC1)=O)C1=C(C=CC(=C1)C(F)(F)F)C1=NN=CN1C 2-{6-chloro-4-[2-(4-methyl-1,2,4-triazol-3-yl)-5-(trifluoromethyl)phenyl]pyridin-2-yl}-6-[(cyclopentylamino)methyl]-4-(trifluoromethyl)-3H-isoindol-1-one